tert-butyl 4-((4-ethoxy-5-((2-methylpyrazolo[1,5-a]pyridin-5-yl)carbamoyl)pyrimidin-2-yl)(ethyl)amino)piperidine-1-carboxylate C(C)OC1=NC(=NC=C1C(NC1=CC=2N(C=C1)N=C(C2)C)=O)N(C2CCN(CC2)C(=O)OC(C)(C)C)CC